1-(4-Bromo-2-chlorophenyl)ethan-1-one oxime BrC1=CC(=C(C=C1)C(C)=NO)Cl